Cl.ClCCCNC1=CC(N(C(N1C)=O)C)=O 6-(3-chloropropyl)amino-1,3-dimethyl-uracil hydrochloride